C(CCCCCCCCCCCC)OC=1C=C(C=C(C1)OCCCCCCCCCCC)CO (3-(Tridecyloxy)-5-(undecyloxy)phenyl)methanol